COC1=CC=C(CN(C2=CC(OC2)=O)CC(F)F)C=C1 4-[(4-Methoxybenzyl)-(2,2-difluoroethyl)-amino]-furan-2(5H)-one